(3R,5S)-3-(((R)-2,3-Dihydro-1H-Inden-1-Yl)Amino)-5-(3-Iodophenyl)-1-(4-(Trifluoromethyl)Phenyl)Pyrrolidin-2-One [C@H]1(CCC2=CC=CC=C12)N[C@H]1C(N([C@@H](C1)C1=CC(=CC=C1)I)C1=CC=C(C=C1)C(F)(F)F)=O